trimethyl-ammonium bromide ethyl-methacrylate C(C)OC(C(=C)C)=O.[Br-].C[NH+](C)C